(2S,5R)-tert-Butyl 5-(benzyloxyamino)-1-(2,2,2-trifluoroacetyl)piperidine-2-carboxylate C(C1=CC=CC=C1)ON[C@@H]1CC[C@H](N(C1)C(C(F)(F)F)=O)C(=O)OC(C)(C)C